7-chloro-2-(3-iodophenyl)oxazolo[5,4-d]pyrimidine ClC=1C2=C(N=CN1)OC(=N2)C2=CC(=CC=C2)I